ClC1=CC=C(OC(C(=O)OCC)(C)C)C=C1 ethyl 2-(4-chlorophenoxy)-2-methylpropionate